C12(CC3CC(CC(C1)C3)C2)CN2N=CC(=C2)C2=C(C=3N(C=C2)C(=CN3)C=3N=NC(=C(C3)C)NC=3SC2=C(N3)CCCC2)C(=O)OC methyl 7-(1-(adamantan-1-ylmethyl)-1H-pyrazol-4-yl)-3-(5-methyl-6-((4,5,6,7-tetrahydrobenzo[d]thiazol-2-yl)amino)pyridazin-3-yl)imidazo[1,2-a]pyridine-8-carboxylate